(R)-4-bromo-2-fluoro-N-(2-hydroxypropyl)benzenesulfonamide BrC1=CC(=C(C=C1)S(=O)(=O)NC[C@@H](C)O)F